4-(3-Azidopropyl)piperidine-1-carboxylic acid tert-butyl ester C(C)(C)(C)OC(=O)N1CCC(CC1)CCCN=[N+]=[N-]